N'-{5-bromo-6-[(cis-4-isopropylcyclohexyl)oxy]-2-methylpyridin-3-yl}-N-ethyl-N-methylimido-formamid BrC=1C=C(C(=NC1O[C@@H]1CC[C@@H](CC1)C(C)C)C)N=CN(C)CC